(S)-N-(1-(1-(5-((dimethyl(oxo)-λ6-sulfaneylidene)amino)pyridin-2-yl)-1H-1,2,4-triazol-5-yl)ethyl)-3-methylbenzamide CS(=O)(C)=NC=1C=CC(=NC1)N1N=CN=C1[C@H](C)NC(C1=CC(=CC=C1)C)=O